ClC1=C(C=CC(=C1)F)C1OC(=C(C1=O)OS(=O)(=O)CC1=CC=CC=C1)N 2-(2-chloro-4-fluorophenyl)-4-[[phenylmethylsulfonyl]oxy]-5-amino-3(2H)-furanone